(R)-((2-(benzyloxy)nonadec-4-yn-1-yl)oxy)(tert-butyl)dimethylsilane C(C1=CC=CC=C1)O[C@@H](CO[Si](C)(C)C(C)(C)C)CC#CCCCCCCCCCCCCCC